CN(CCOC1(CCN(CC1)C1=C(C#N)C=C(C=C1)C(F)(F)F)C1=CC=C(C=C1)C=1C(=NC=CC1)OCC)C 2-{4-[2-(dimethylamino)ethoxy]-4-[4-(2-ethoxypyridin-3-yl)phenyl]piperidin-1-yl}-5-(trifluoromethyl)benzonitrile